CC1=CC(=O)[C@H]2C[C@@H]1C2(C)C The molecule is a 4,6,6-trimethylbicyclo[3.1.1]hept-3-en-2-one in which both chiral centres have S configuration. It has a role as an expectorant. It is an enantiomer of a (R)-(+)-verbenone.